6-chloro-N-[5-(2,2-difluoroethoxy)-4,6-dimethoxy-pyrimidin-2-yl]-7-(1-methylpyrazol-3-yl)-1H-indole-3-sulfonamide ClC1=CC=C2C(=CNC2=C1C1=NN(C=C1)C)S(=O)(=O)NC1=NC(=C(C(=N1)OC)OCC(F)F)OC